ClC1=C(C=C(C=C1)Cl)C1=CN=C(O1)CSC1(NC=NC(=C1)C)N 4-({[5-(2,5-Dichlorophenyl)-1,3-oxazol-2-yl]methyl}sulfanyl)-6-methylpyrimidin-4-amin